C(C)C1=NNC(C1)(C)CC 3,5-diethyl-5-methyl-2-pyrazoline